(4-methoxyphenyl)isoxazole-3-carboxylic acid COC1=CC=C(C=C1)C=1C(=NOC1)C(=O)O